CN1CC(C1)(C)[C@@](C=1C=C(C=NC1)C1=NOC(=N1)C1(CCN(CC1)C(C)=O)F)(C1=CC=C(C=C1)C(C)C)O 1-[4-(3-{5-[(R)-(1,3-dimethyl-azetidin-3-yl)-hydroxy-(4-isopropyl-phenyl)-methyl]Pyridine-3-yl}-[1,2,4]Oxadiazol-5-yl)-4-fluoro-piperidin-1-yl]-ethanone